ClC1=C(C#N)C=CC(=N1)C(F)(F)F 2-chloro(trifluoromethyl)nicotinonitrile